tert-butyl (3S,9aS)-3-hydroxy-3-(5-(trifluoromethyl)pyridin-2-yl)hexahydropyrazino[2,1-c][1,4]oxazine-8(1H)-carboxylate O[C@]1(CN2[C@H](CO1)CN(CC2)C(=O)OC(C)(C)C)C2=NC=C(C=C2)C(F)(F)F